OC1=CC=C(C=C1)C(C)(C1=CC=CC=C1)C1=CC=C(C=C1)O Bis(4-hydroxylphenyl)-1-phenylethane